3-(4-Chlorophenyl)-3-(((1R,5S,6s)-3-(3-(5,6,7,8-tetrahydro-1,8-naphthyridine-2-yl)propyl)-3-azabicyclo[3.1.0]hex-6-yl)amino)propionic acid ClC1=CC=C(C=C1)C(CC(=O)O)NC1[C@@H]2CN(C[C@H]12)CCCC1=NC=2NCCCC2C=C1